7-dimethylamino-4-methylquinolone CN(C1=CC=C2C(=CC(NC2=C1)=O)C)C